ClC1=C(C=C(C=C1)F)C1NC(C2=C3C(=CC(=C12)NC(C1=CC(=CC(=C1)C(F)(F)F)F)=O)SC=N3)=O N-(6-(2-chloro-5-fluorophenyl)-8-oxo-7,8-dihydro-6H-thiazolo[4,5-e]isoindol-5-yl)-3-fluoro-5-(trifluoromethyl)benzamide